ClC1=NC(=C2C3=C1SC=C3OCCC2)C 3-chloro-5-methyl-7,8-dihydro-6H-9-oxa-2-thia-4-azabenzo[cd]azulene